trans-4-((4-(2-Cyclopropyloxazol-4-yl)pyridine-2-yl)((trans-4-(5-methoxy-6-methyl pyridin-2-yl)cyclohexyl)methyl)carbamoyl)cyclohexyl 3-propoxyazetidine-1-carboxylate C(CC)OC1CN(C1)C(=O)O[C@@H]1CC[C@H](CC1)C(N(C[C@@H]1CC[C@H](CC1)C1=NC(=C(C=C1)OC)C)C1=NC=CC(=C1)C=1N=C(OC1)C1CC1)=O